(S)-5-(3-((1-(1H-tetrazol-1-yl)propan-2-yl)oxy)-4-chlorophenyl)-N-(3-isopropyl-1-(2-(oxetan-3-yl)-2-azaspiro[3.3]hept-6-yl)-1H-pyrazol-4-yl)pyrimidin-2-amine N1(N=NN=C1)C[C@H](C)OC=1C=C(C=CC1Cl)C=1C=NC(=NC1)NC=1C(=NN(C1)C1CC2(CN(C2)C2COC2)C1)C(C)C